1-bromo-2,4-difluoro-3-methyl-benzene BrC1=C(C(=C(C=C1)F)C)F